6,6-dimethyl-3-((7-(4-methyl-3-(pyrrolidin-3-ylamino)-6-(trifluoromethyl)pyridin-2-yl)thieno[3,2-b]pyridin-2-yl)methyl)-3-azabicyclo[3.1.0]hexane-2,4-dione CC1(C2C(N(C(C12)=O)CC1=CC2=NC=CC(=C2S1)C1=NC(=CC(=C1NC1CNCC1)C)C(F)(F)F)=O)C